p-menthyl-anisole methyl-1-aminocyclopropanecarboxylate hydrochloride Cl.COC(=O)C1(CC1)N.C1(CC(C(CC1)C(C)C)C1=CC=C(C=C1)OC)C